(4S)-4-methyl-[2-[(4-oxo-1-phenyl-5H-pyrazolo[3,4-d]pyrimidinyl)sulfanyl]acetyl]-3,4-dihydro-1H-1,5-benzodiazepin-2-one C[C@@H]1NC2=C(N(C(C1)=O)C(CSC1=NN(C=3N=CNC(C31)=O)C3=CC=CC=C3)=O)C=CC=C2